1-[4-(2-hydroxyethoxy)-phenyl]-2-hydroxy-2-methyl-propane-1-one OCCOC1=CC=C(C=C1)C(C(C)(C)O)=O